CC1(OC=2C(=NC(=CC2)C=2C(=CC(=NC2)NC(C)=O)NC2=NC(=CC(=C2)N2C[C@H](CC2)C)S(=O)(=O)C)OC1)C (S)-N-(5-(2,2-dimethyl-2,3-dihydro-[1,4]dioxino[2,3-b]pyridin-6-yl)-4-((4-(3-methylpyrrolidin-1-yl)-6-(methylsulfonyl)pyridin-2-yl)amino)pyridin-2-yl)acetamide